3-((1-oxo-6-(phenylsulfonyl)phthalazin-2(1H)-yl)methyl)-1-(tetrahydro-2H-pyran-2-yl)-1H-pyrazole-4-carboxylic acid O=C1N(N=CC2=CC(=CC=C12)S(=O)(=O)C1=CC=CC=C1)CC1=NN(C=C1C(=O)O)C1OCCCC1